FC1(CC(N(CC1)C1=CC=C(C(=O)OCC)C=C1)=O)F ETHYL 4-(4,4-DIFLUORO-2-OXOPIPERIDIN-1-YL)BENZOATE